C(C)(=O)O.C(CCC)OCCCC Butyl ether monoacetate